ClC=1C=CC=C2C=CC(=NC12)NC1=CC2=C(OC(C(O2)(F)F)(F)F)C=C1 8-chloro-N-(2,2,3,3-tetrafluoro-2,3-dihydrobenzo[b][1,4]dioxin-6-yl)quinolin-2-amine